NC1=NC(=NC(=C1)C)NCCOCC1=CC=C(S1)C1=C(C(=O)OC)C=CC(=C1)Cl methyl 2-(5-((2-((4-amino-6-methylpyrimidin-2-yl)amino)ethoxy)methyl)thiophen-2-yl)-4-chlorobenzoate